FC(C(=O)O)(F)F.NC(COCCNC(=O)C1=C(C=C(C=C1)NC(=O)C=1N(C(=CN1)C=1C(=NN(C1)CC#C)C(F)(F)F)C)Cl)(C)C N-(4-((2-(2-amino-2-methylpropoxy)ethyl)carbamoyl)-3-chlorophenyl)-1-methyl-5-(1-(prop-2-yn-1-yl)-3-(trifluoromethyl)-1H-pyrazol-4-yl)-1H-imidazole-2-carboxamide 2,2,2-trifluoroacetate